(7R,8S)-7-((S)-5H-Imidazo[5,1-a]isoindol-5-yl)-5,6,7,8-tetrahydroimidazo[1,2-a]pyridin-8-ol C=1N=CN2C1C1=CC=CC=C1[C@@H]2[C@@H]2[C@@H](C=1N(CC2)C=CN1)O